N1N=CC2=CC=C(C=C12)CN(C1=CC(=NC=C1)CN1CCN(CC1)C)CC1=CC(=CC=C1)OC N-((1H-indazol-6-yl)methyl)-N-(3-methoxybenzyl)-2-((4-methylpiperazin-1-yl)methyl)pyridin-4-amine